C(C)OC(=O)C1=NC=CC=C1 2-pyridinecarboxylic acid ethyl ester